S(=O)(=O)([O-])[O-].[NH4+].C1(=CC=CC=C1)NC(CO)CO.[NH4+] (1R,2R)-phenyl-serinol ammonium sulfate